C1(CCCC1)[C@](C(=O)N1C2CCC([C@H]1C(=O)N[C@@H](C[C@H]1C(NCC1)=O)C(CO)=O)CC2)(C2=CC=CC=C2)O (S)-2-((R)-2-cyclopentyl-2-hydroxy-2-phenylacetyl)-N-((S)-4-hydroxy-3-oxo-1-((S)-2-oxopyrrolidin-3-yl)butan-2-yl)-2-azabicyclo[2.2.2]octane-3-carboxamide